3-(7-methylimidazo[1,2-a]pyridin-2-yl)-5-thioxo-4,5-dihydro-1,2,4-triazol-1-ide CC1=CC=2N(C=C1)C=C(N2)C2=N[N-]C(N2)=S